OC=1C=CC(=NC1)C=1CCN(CC1)C(=O)OC(C)(C)C tert-Butyl 5-hydroxy-3',6'-dihydro-[2,4'-bipyridine]-1'-carboxylate